N-cyclopropyl-N-methyl-3-(2-methyl-1-oxo-1,2-dihydro-6-isoquinolinyl)-6-quinoxalinecarboxamide C1(CC1)N(C(=O)C=1C=C2N=C(C=NC2=CC1)C=1C=C2C=CN(C(C2=CC1)=O)C)C